CC1=C(C=CC=C1C)NC1CCN(CC1)C(CNC(=O)C1=NNC(=C1)C1=CC=CC=C1)=O 5-Phenyl-1H-pyrazole-3-carboxylic acid {2-[4-(2,3-dimethyl-phenylamino)-piperidin-1-yl]-2-oxo-ethyl}-amide